[N+]1(=CC=CC2=CC=CC=C12)[O-] quinoline-1-oxide